1-(3-(3-(4-(trifluoromethyl)phenyl)-1H-pyrazolo[3,4-b]pyrazin-1-yl)azetidin-1-yl)prop-2-en-1-one FC(C1=CC=C(C=C1)C1=NN(C2=NC=CN=C21)C2CN(C2)C(C=C)=O)(F)F